3-(methacryloyloxy)-propylmethyl-dimethoxy-silane C(C(=C)C)(=O)OCCC[Si](OC)(OC)C